tertiary butyl-hexyl-dimethoxysilane C(C)(C)(C)[Si](OC)(OC)CCCCCC